7-{[2-(4-chlorophenyl)imidazo[1,2-a]pyridin-3-yl]methyl}-N,N-diisopropyl-3-oxa-7,9-diazabicyclo[3.3.1]nonane-9-carboxamide ClC1=CC=C(C=C1)C=1N=C2N(C=CC=C2)C1CN1CC2COCC(C1)N2C(=O)N(C(C)C)C(C)C